[O-]C(=O)C(O)C(O)C(=O)O.FC(COC1=C(NC2=CC=CC=C2C[N+](C)(C)C)C(=CC=C1C=1CCN(CC1)C)[N+](=O)[O-])F 2-(2,2-difluoroethoxy)-3-(1-methyl-1,2,3,6-tetrahydropyridin-4-yl)-6-nitroAnilineBenzyltrimethylammonium bitartrate